S1C=CC=2C1=CC=CC2C=O benzothiophene-4-carbaldehyde